C(C)(C)(C)OC(=O)NC([O-])=O tert-butoxycarbonylcarbamate